2-(1-(cyclopropylmethyl)-1H-indol-2-yl)-7-methoxy-1-(pyridin-3-ylmethyl)-1H-benzo[d]imidazole-5-carboxylic acid C1(CC1)CN1C(=CC2=CC=CC=C12)C1=NC2=C(N1CC=1C=NC=CC1)C(=CC(=C2)C(=O)O)OC